CC1=C(C=O)C=C(C=C1)C 2,5-DIMETHYLBENZALDEHYDE